ClC=1C(=CC(=NC1)OC)C1=CC(=NN1)C(=O)N1CCC(CC1)C(=O)N[C@H](C)C1=CC(=CC=C1)Cl (R)-1-[5-(5-chloro-2-methoxypyridin-4-yl)-1H-pyrazole-3-carbonyl]-N-[1-(3-chlorophenyl)ethyl]piperidine-4-carboxamide